CC1NC(CC2=CC(=CC=C12)O)C 1,3-dimethyl-1,2,3,4-tetrahydroisoquinolin-6-ol